bromo-2-fluoro-1-(3,4,5-trimethoxyphenyl)ethan-1-one BrC(C(=O)C1=CC(=C(C(=C1)OC)OC)OC)F